(R)-N-((S)-2-(dimethylamino)-1-phenylethyl)-6-methyl-2-(((1-methyl-1H-pyrazol-3-yl)-methyl)amino)-5,8-dihydropyrido[3,4-d]pyrimidine-7(6H)-carboxamide CN(C[C@H](C1=CC=CC=C1)NC(=O)N1CC=2N=C(N=CC2C[C@H]1C)NCC1=NN(C=C1)C)C